N-(3-Ethylphenyl)-N1-(4-methoxyphenyl)-6-morpholin-4-yl-[1,3,5]triazine-2,4-diamine C(C)C=1C=C(C=CC1)NC1N(C(=NC(=N1)N)N1CCOCC1)C1=CC=C(C=C1)OC